CN(C)CC1(CCN(CC1)C1=C(C=C(C=C1)C(F)(F)F)NC(=O)C=1OC(=CC1)C1=CC=NC=C1)C N-(2-(4-((dimethylamino)methyl)-4-methyl-piperidin-1-yl)-5-(trifluoromethyl)phenyl)-5-(pyridin-4-yl)furan-2-carboxamide